1,2,4-trimethyl-5-nitro-benzene CC1=C(C=C(C(=C1)[N+](=O)[O-])C)C